1,3-di(3-glycidoxypropyl)-1,1,3,3-tetramethyldisiloxane C(C1CO1)OCCC[Si](O[Si](C)(C)CCCOCC1CO1)(C)C